C(=C)C1SSC=CC1 3-vinyl-4H-1,2-dithiin